(3S)-3-((1H-pyrazol-1-yl)methyl)-7-((2S,5R)-4-acryloyl-2,5-dimethylpiperazin-1-yl)-9-chloro-10-(2,4-difluorophenyl)-2H-[1,4]oxazino[2,3,4-ij]quinazolin-5(3H)-one N1(N=CC=C1)C[C@H]1COC=2C(=C(C=C3C(=NC(N1C23)=O)N2[C@H](CN([C@@H](C2)C)C(C=C)=O)C)Cl)C2=C(C=C(C=C2)F)F